C(C1=CC=CC=C1)N1C(N(/C(/C1=O)=C/C1=C(C=C(C=C1)N(C)CCCO)OC)C)=S (E)-3-benzyl-5-(4-((3-hydroxypropyl)(methyl)amino)-2-methoxybenzylidene)-1-methyl-2-thioxoimidazolin-4-one